Cl.COC(=O)[C@H]1C[C@H](NCC1)C (2R,4R)-2-methylpiperidine-4-carboxylic acid methyl ester hydrochloride